BrC1C(=CCC(C1)(C)C)C1=CC=CC=C1 bromo-4,4-dimethyl-2,3,4,5-tetrahydro-1,1'-biphenyl